C(N)(=O)C1(COCC1)C1=CC=C(C=C1)C(C(=O)OCC)C1CCCC1 (±)-ethyl 2-[4-(3-carbamoyltetrahydrofuran-3-yl)phenyl]-2-cyclopentyl-acetate